2-(12-isopropyl-9-oxo-3-thia-1,10,11-triazatricyclo[6.4.0.02,6]dodeca-2(6),4,7,11-tetraen-10-yl)-N-[rac-(3R)-1-tert-butylpyrrolidin-3-yl]acetamide C(C)(C)C1=NN(C(C2=CC=3C=CSC3N12)=O)CC(=O)N[C@H]1CN(CC1)C(C)(C)C |r|